N-(5-cyclopentylpyrimidin-2-yl)-2-[(1-methyl-1H-1,2,3,4-tetrazol-5-yl)sulfanyl]-5-nitrobenzamide C1(CCCC1)C=1C=NC(=NC1)NC(C1=C(C=CC(=C1)[N+](=O)[O-])SC1=NN=NN1C)=O